O=C1NC(CCC1N1C(C2=CC=C(C=C2C1=O)CN1CCN(CC1)C1=CC=C(C=C1)C1=CC=C2CN(C(C2=C1)=O)C(C(=O)NC=1SC=CN1)C1=C(C=CC(=C1)F)O)=O)=O 2-(6-(4-(4-((2-(2,6-dioxopiperidin-3-yl)-1,3-dioxoisoindolin-5-yl)methyl)piperazin-1-yl)phenyl)-1-oxoisoindolin-2-yl)-2-(5-fluoro-2-hydroxyphenyl)-N-(thiazol-2-yl)acetamide